N1=C(N=CC2=CC=CC=C12)NC1CCC(CC1)=O 4-(quinazolinylamino)cyclohexanone